C(C1=CC=CC=C1)(=O)[Ge](CCCC)(CCCC)C(C1=CC=CC=C1)=O bisbenzoyldibutyl-germanium